FC1=C2CN(CC2=CC(=C1OCCCOC=1C(=CC2=C(C=C(S2)C(CCC(O[C@@H]2CNCC2)=O)=O)C1F)OC)OC)C(CCC(=O)O)=O 4-[4-fluoro-5-[3-[4-fluoro-6-methoxy-2-[4-oxo-4-[(3S)-pyrrolidin-3-yl]oxy-butanoyl]benzothiophen-5-yl]oxypropoxy]-6-methoxy-isoindolin-2-yl]-4-oxo-butanoic acid